(R)-tert-butyl 3-acetylaminopyrrolidine-1-carboxylate C(C)(=O)N[C@H]1CN(CC1)C(=O)OC(C)(C)C